C(C)(C)(C)OC(=O)N1CC2=C(CC1)N(N=C2C#N)C2=NC(=CC=C2C(C)=O)N2C=NC1=C2C=CC(=C1)NC=1N=NC(=CC1)C 1-[3-acetyl-6-[5-[(6-methylpyridazin-3-yl)amino]benzimidazol-1-yl]-2-pyridyl]-3-cyano-6,7-dihydro-4H-pyrazolo[4,3-c]pyridine-5-carboxylic acid tert-butyl ester